N-(1-cyclopropyl-6-fluoro-2-(4-methylsulfonylphenyl)-5-benzimidazolyl)-5-(3-trifluoromethylphenyl)-1,3,4-thiadiazol-2-amine C1(CC1)N1C(=NC2=C1C=C(C(=C2)NC=2SC(=NN2)C2=CC(=CC=C2)C(F)(F)F)F)C2=CC=C(C=C2)S(=O)(=O)C